4-(6-(4-(piperazin-1-yl)phenyl)pyrazolo[1,5-a]pyrimidin-3-yl)quinoline hydrochloride Cl.N1(CCNCC1)C1=CC=C(C=C1)C=1C=NC=2N(C1)N=CC2C2=CC=NC1=CC=CC=C21